OC1(CC(C1)C(=O)N1CC2(C1)CCC(CC2)CC2=CC(=CC=C2)C)C ((1s,3s)-3-hydroxy-3-methylcyclobutyl)(7-(3-methylbenzyl)-2-azaspiro[3.5]non-2-yl)methanone